COS(=O)(=O)O.C(C1=CC=CC=C1)=C1C(C2(CCC1C2(C)C)C)=O benzylidenbornan-2-on methylsulfat